S(=O)(OC(F)F)OCC(F)(F)F (difluoromethyl) (2,2,2-trifluoroethyl) sulfite